3-(2-amino-6-(butylamino)-5-(5-(2-cyanoprop-2-yl)-2-methoxybenzyl)pyrimidin-4-yl)propionic acid NC1=NC(=C(C(=N1)CCC(=O)O)CC1=C(C=CC(=C1)C(C)(C)C#N)OC)NCCCC